NC1=C2C(=C3C(=N1)C=CS3)N(C(=N2)COCC)CCCCNC(OC(C)(C)C)=O tert-butyl (4-(4-amino-2-(ethoxymethyl)-1H-imidazo[4,5-d]thieno[3,2-b]pyridin-1-yl)butyl)carbamate